C(=CC)N1CCN(CC1)[C@@H](CC1CC1)C1=CC=C(C=C1)[C@H](C)NC1=NC=C2C=CC(N(C2=C1)C(C)C)=O 7-{[(1S)-1-{4-[(1S)-1-(4-propenylpiperazin-1-yl)-2-cyclopropylethyl]phenyl}ethyl]amino}-1-(propan-2-yl)-1,6-naphthyridin-2(1H)-one